1-{4-[4-(2-oxo-2,3-dihydro-1H-indol-1-yl)piperidine-1-sulfonyl]phenyl}-3-(pyridin-3-ylmethyl)urea O=C1N(C2=CC=CC=C2C1)C1CCN(CC1)S(=O)(=O)C1=CC=C(C=C1)NC(=O)NCC=1C=NC=CC1